1,2-bis(4-hydroxymethyl-cyclohexyl)ethane OCC1CCC(CC1)CCC1CCC(CC1)CO